2-methyl-4,5,6,7-tetrahydrobenzothiophen-5-amine hydrochloride Cl.CC=1SC2=C(C1)CC(CC2)N